N-cyclopropyl-5-{[2-(cyclopropylcarbamothioyl)-1,3-dioxo-2,3-dihydro-1H-inden-5-yl]sulfonyl}-1,3-dioxo-2,3-dihydro-1H-indene-2-carbothioamide C1(CC1)NC(=S)C1C(C2=CC=C(C=C2C1=O)S(=O)(=O)C=1C=C2C(C(C(C2=CC1)=O)C(NC1CC1)=S)=O)=O